pyrimidin-2-yl propionate C(CC)(=O)OC1=NC=CC=N1